2-(4-hydroxyphenyl)-2-methylpropanoic acid OC1=CC=C(C=C1)C(C(=O)O)(C)C